[HeH]C(C=O)C HELIOPROPANAL